O1C2=C(OCC1)C(=CC=C2)NC2=NC=1N(C(=C2)NC)N=CC1C(=O)NC1CC(C1)O 5-((2,3-dihydrobenzo[b][1,4]dioxin-5-yl)amino)-N-(3-hydroxycyclobutyl)-7-(methylamino)pyrazolo[1,5-a]pyrimidine-3-carboxamide